ClC=1C=C(C=CC1F)C=1N=C(SC1C)N 4-(3-chloro-4-fluorophenyl)-5-methylthiazol-2-amine